5-METHOXYTHIOPHENE-2-BORONIC ACID COC1=CC=C(S1)B(O)O